ClC1=C(C=C(C=C1)CC(=O)N1CCN(CC1)C=1C=CC=2N(N1)C=NN2)CF 2-[4-chloro-3-(fluoromethyl)phenyl]-1-(4-{[1,2,4]triazolo[4,3-b]pyridazin-6-yl}piperazin-1-yl)ethan-1-one